C(C)(C)OC1=C(C=C(C(=C1)C1CCN(CC1)C)C)C1(N=C(C=2C(=N1)NNC2)NC2=C(C=CC=C2)S(=O)(=O)C(C)C)N 6-(2-isopropoxy-5-methyl-4-(1-methylpiperidin-4-yl)phenyl)-N4-(2-(isopropylsulfonyl)phenyl)-1H-pyrazolo[3,4-d]Pyrimidine-4,6-diamine